(S,6S)-N'-(((R)-2-fluoro-1,2,3,5,6,7-hexahydro-s-indacen-4-yl)carbamoyl)-6-methyl-6,7-dihydro-5H-pyrazolo[5,1-b][1,3]oxazine-3-sulfonimidamide F[C@@H]1CC2=CC=3CCCC3C(=C2C1)NC(=O)N=[S@@](=O)(N)C=1C=NN2C1OC[C@H](C2)C